C(C)N(C(=O)C=1N=NC(=CC1)N1CCN(CC1)CC1=C(C=C(C=C1)C1=CC(=CC=C1)O)CC)CC N,N-Diethyl-6-[4-[[2-ethyl-4-(3-hydroxyphenyl)phenyl]methyl]piperazin-1-yl]pyridazine-3-carboxamide